C(C)(C)(C)OC(=O)N1CCN(CC1)C1=CC=C2C(=NN(C2=C1)C)C=1C(=NC(=CC1)OCC1=CC=CC=C1)OCC1=CC=CC=C1 4-{3-[2,6-bis(benzyloxy)pyridin-3-yl]-1-methylindazol-6-yl}piperazine-1-carboxylic acid tert-butyl ester